lithium iron phosphate iron phosphorus [P+3].[Fe+2].P(=O)([O-])([O-])[O-].[Fe+2].[Li+]